(RS)-2,3-dimethyl-4-((1-propynylpyrrolidin-3-yl)amino)-1H-indole-7-carboxamide CC=1NC2=C(C=CC(=C2C1C)N[C@H]1CN(CC1)C#CC)C(=O)N |r|